N5-((R)-3,3-difluorocyclopentyl)-N2-methyl-3-((S)-1-phenylethoxy)-1H-pyrrole-2,5-dicarboxamide FC1(C[C@@H](CC1)NC(=O)C1=CC(=C(N1)C(=O)NC)O[C@@H](C)C1=CC=CC=C1)F